N,N-dimethyl-4-propylbenzene-1,3-diamine CN(C1=CC(=C(C=C1)CCC)N)C